FC1=C(C=CC=C1F)NC[C@H](CCO)NC1=NC(=NC(=N1)NC)N1C(CNCC1)C(=O)NCC1C(NCC1)=O (4-(((S)-1-((2,3-difluorophenyl)amino)-4-hydroxybut-2-yl)amino)-6-(methylamino)-1,3,5-triazin-2-yl)-N-((2-oxopyrrolidin-3-yl)methyl)piperazine-2-carboxamide